N1=NNC=2N=CNC(C21)=O 3,6-dihydro-[1,2,3]triazolo[4,5-d]pyrimidin-7-one